CCC(CCC)OC1=NN2C(C(=N1)N(CC1=CC=C(C=C1)OC)CC1=CC=C(C=C1)OC)=NC=C2 (Hexane-3-yloxy)-N,N-bis(4-methoxybenzyl)imidazo[2,1-f][1,2,4]triazin-4-amine